[3-amino-2-(hydroxymethyl)propyl] carbamate C(N)(OCC(CN)CO)=O